2-((8-(tert-butyl)-1-oxaspiro[4.5]dec-2-yl)oxy)ethane-1-ol C(C)(C)(C)C1CCC2(CCC(O2)OCCO)CC1